2-(7-methyl-4-{[(thiophen-2-yl)methyl]amino}thieno[3,2-c]pyridazin-6-yl)ethanimidamide CC1=C(SC2=C1N=NC=C2NCC=2SC=CC2)CC(N)=N